tert-butyl (3S,4R)-3-fluoro-4-{[(4-fluorophenyl)methyl]amino}piperidine-1-carboxylate F[C@H]1CN(CC[C@H]1NCC1=CC=C(C=C1)F)C(=O)OC(C)(C)C